C(C)(=O)C=1C=CC(=C(C1)CC(=O)O)OC 2-(5-acetyl-2-methoxyphenyl)acetic acid